tert-butyl N-[(1R,2S)-2-[({2-methoxy-5-[3-(methylcarbamoyl)-1H-indazol-6-yl]pyridin-3-yl}formamido)methyl]-cyclohexyl]carbamate COC1=NC=C(C=C1C(=O)NC[C@H]1[C@@H](CCCC1)NC(OC(C)(C)C)=O)C1=CC=C2C(=NNC2=C1)C(NC)=O